The molecule is a sulfur oxoacid. It is a conjugate acid of a thiosulfite(1-). It is a tautomer of a sulfurothionous O,O-acid. OS(=S)O